O=C1NC2=C(S(C3=C1C=CC=C3)(=O)=O)C=C(C(=C2)C(=O)O)C(F)(F)F 11-oxo-7-(trifluoromethyl)-10,11-dihydrodibenzo[b,f][1,4]thiazepine-8-carboxylic acid 5,5-dioxide